I.BrC1=CN=C(S1)CN (5-bromothiazol-2-yl)methylamine hydroiodide